FC=1C(=CC=2C3=C(NC(C2C1)=O)COC[C@H]3N(C(=O)C=3C=C1CCCC1=CC3)C)F (S)-N-(8,9-difluoro-6-oxo-1,4,5,6-tetrahydro-2H-pyrano[3,4-c]isoquinolin-1-yl)-N-methyl-2,3-dihydro-1H-indene-5-carboxamide